O=C1N(CC2(C3=C1SC(=C3)C=C)CC2)CC(=O)OCC Ethyl 2-(7'-oxo-2'-vinyl-5'H-spiro[cyclopropane-1,4'-thieno[2,3-c]pyridin]-6'(7'H)-yl)acetate